NC1=NC(N(C=C1)[C@H]1C[C@@H]([C@@](O1)(CC)COP(=O)(O)OP(=O)(O)OP(O)(O)=O)O)=O ([(2R,3S,5R)-5-(4-amino-2-oxopyrimidin-1-yl)-2-ethyl-3-hydroxyoxolan-2-yl]methoxy(hydroxy)phosphoryloxy(hydroxy)phosphoryl)oxyphosphonic acid